FC=1C(=CC=2C3=C(NC(C2C1)=O)COC[C@H]3N(C(=O)C3=CC=1C(=NC=C(C1)F)N3)C)F (S)-N-(8,9-difluoro-6-oxo-1,4,5,6-tetrahydro-2H-pyrano[3,4-c]isoquinolin-1-yl)-5-fluoro-N-methyl-1H-pyrrolo[2,3-b]pyridine-2-carboxamide